CC1=NN=C(S1)C=1C(=C2C(=NC1)NC=C2)NC2CC(C2)NS(=O)(=O)CCC N-((1s,3s)-3-((5-(5-methyl-1,3,4-thiadiazol-2-yl)-1H-pyrrolo[2,3-b]pyridin-4-yl)amino)cyclobutyl)propane-1-sulfonamide